imidazoline sodium dimethyl-phosphonate COP(OC)=O.[Na].N1C=NCC1